(R)-6-chloro-3-((1-(2-cyano-3-(1,3-dihydro-2H-pyrrolo[3,4-c]pyridin-2-yl)-7-methylquinoxalin-5-yl)ethyl)amino)picolinic acid ClC1=CC=C(C(=N1)C(=O)O)N[C@H](C)C1=C2N=C(C(=NC2=CC(=C1)C)C#N)N1CC=2C=NC=CC2C1